FC(CN1N=CC=2C1=NC(=CN2)N2CCC1(CCN(C1=O)C1=NN(C(C=C1)=O)CC)CC2)F 8-(1-(2,2-difluoroethyl)-1H-pyrazolo[3,4-b]pyrazin-6-yl)-2-(1-ethyl-6-oxo-1,6-dihydropyridazin-3-yl)-2,8-diazaspiro[4.5]decan-1-one